[K+].N[C@@H](CCCNC(N)=N)C(=O)[O-] L-arginine potassium salt